FC=1C=C(C=C(C1)F)C=1C=C2C(=NC1)NCN2CCN2CCCC2 6-(3,5-difluorophenyl)-1-(2-pyrrolidin-1-ylethyl)-3H-imidazo[4,5-b]Pyridine